(S)-4-((2-((1-(5-(2-(diisopropylcarbamoyl)-4-fluorophenoxy)pyrimidine-4-yl)pyrrolidin-3-yl)methyl)-2,7-diazaspiro[3.5]nonan-7-yl)sulfonyl)piperidine-1-carboxylic acid tert-butyl ester C(C)(C)(C)OC(=O)N1CCC(CC1)S(=O)(=O)N1CCC2(CN(C2)C[C@H]2CN(CC2)C2=NC=NC=C2OC2=C(C=C(C=C2)F)C(N(C(C)C)C(C)C)=O)CC1